C(C)(=O)C1=C(C2=C(N=C(N=C2)NC2=NC=C(C=C2)N2CCCCCC2)N(C1=O)C1CCCC1)C 6-Acetyl-2-(5-azepan-1-yl-pyridin-2-ylamino)-8-cyclopentyl-5-methyl-8H-pyrido[2,3-d]pyrimidin-7-one